C12CN(CC2C1)C1=C(C=CC=N1)C#N 6-{3-Azabicyclo[3.1.0]hexan-3-yl}-5-cyanopyridin